NCC(C)(O)C=1C=C2C(=C(N1)C1=CC=C(C=C1)F)OCC2(C)NC(OCC2=CC=CC=C2)=O benzyl (5-(1-amino-2-hydroxypropan-2-yl)-7-(4-fluorophenyl)-3-methyl-2,3-dihydrofuro[2,3-c]pyridin-3-yl)carbamate